C(CCC)C=1C=C(C=C(C1O)CCCC)OC(CC)=O 3,5-dibutyl-4-hydroxy-phenylpropionate